6-chloro-β-carboline ClC=1C=C2C=3C=CN=CC3NC2=CC1